3-bromo-4-(1-(1-ethoxyethyl)-1H-pyrazol-4-yl)-5-fluoropyridin-2-amine BrC=1C(=NC=C(C1C=1C=NN(C1)C(C)OCC)F)N